C12CN(CC2C1)C(=O)C=1N=C2N(N1)[C@H](C[C@H]2F)C2=CC=CC=C2 |r| 3-Azabicyclo[3.1.0]hexan-3-yl-[rac-(5R,7R)-7-fluoro-5-phenyl-6,7-dihydro-5H-pyrrolo[1,2-b][1,2,4]triazol-2-yl]methanon